N-tetradecyl-2-phenyl-3,5,7-tribenzyloxyquinolin-4-one C(CCCCCCCCCCCCC)N1C(=C(C(C2=C(C=C(C=C12)OCC1=CC=CC=C1)OCC1=CC=CC=C1)=O)OCC1=CC=CC=C1)C1=CC=CC=C1